5'-O-(4,4-dimethoxytrityl)-N6-benzoyl-7-deaza-2'-methoxyadenosine COC1(CC=C(C(C2=CC=CC=C2)(C2=CC=CC=C2)OC[C@@H]2[C@H]([C@]([C@@H](O2)N2C=CC=3C(NC(C4=CC=CC=C4)=O)=NC=NC23)(O)OC)O)C=C1)OC